NCCCN[C@@H](CCCNCCCN)C(=O)NCC(=O)NCC(=O)NC(CCCCCCCCCCCCCCCCC)CCCCCCCCCCCCCCCCC N2,N5-Bis(3-aminopropyl)-L-ornithylglycyl-N-(1-heptadecyloctadecyl)glycin-amide